4-methoxy-N-((1-methyl-3-oxo-2,3,5,6,7,8-hexahydroisoquinolin-4-yl)methyl)benzamide COC1=CC=C(C(=O)NCC=2C(NC(=C3CCCCC23)C)=O)C=C1